N-(p-tolylaminocarbonyl)-phenylalanine-methyl ester COC([C@@H](NC(=O)NC1=CC=C(C=C1)C)CC1=CC=CC=C1)=O